IC=1C=NN(C1C1=CC2=C(C=N1)N=C(S2)N)C 6-(4-iodo-1-methyl-1H-pyrazol-5-yl)thiazolo[4,5-c]pyridin-2-amine